(6-Chlorochroman-3-yl)-[1-[(2R)-2-(dimethylamino)propyl]-6-(5-methoxy-1H-pyrazol-4-yl)indol-3-yl]methanone ClC=1C=C2CC(COC2=CC1)C(=O)C1=CN(C2=CC(=CC=C12)C=1C=NNC1OC)C[C@@H](C)N(C)C